fluoro-4'-nitrobiphenyl-4-amine FC1=C(C=CC(=C1)N)C1=CC=C(C=C1)[N+](=O)[O-]